CC1(C(C=2C=NC(NC2CC1)=O)=O)C 6,6-dimethyl-7,8-dihydro-1H-quinazoline-2,5-dione